(S,6S)-6-methoxy-N-((7-(2-methoxypyridin-4-yl)-2,3-dihydro-1H-inden-4-yl)carbamoyl)-6,7-dihydro-5H-pyrazolo[5,1-b][1,3]oxazine-3-sulfonimidamide CO[C@H]1CN2C(OC1)=C(C=N2)[S@@](=O)(NC(NC2=C1CCCC1=C(C=C2)C2=CC(=NC=C2)OC)=O)=N